OC1=CC=2C(C3=CC=CC=C3C(C2C=C1CO)=O)=O 2-Hydroxy-3-hydroxymethylanthraquinone